C(C)(C)(C)N(C(O)=O)CCC=1OC2=C(C=NC=C2)N1.C(C)(C)(C)OC(=O)NCCC=1OC2=C(C=[N+](C=C2)[O-])N1 2-(2-((tert-butoxycarbonyl)amino)ethyl)oxazolo[4,5-c]pyridine 5-oxide tert-butyl-(2-(oxazolo[4,5-c]pyridin-2-yl)ethyl)carbamate